decan-urea NC(=O)N.CCCCCCCCCC